ClC=1C(=NC(=NC1)NC1CCOCC1)C1=CC=C2CN(C(C2=C1)=O)CC(=O)NC(C)C1=CC=C(C=C1)N1CCOCC1 2-(6-{5-chloro-2-[(oxan-4-yl)amino]pyrimidin-4-yl}-1-oxo-2,3-dihydro-1H-isoindol-2-yl)-N-{1-[4-(morpholin-4-yl)phenyl]ethyl}acetamide